2-(5-ethyl-3-(4-fluorophenyl)-4-(4-sulfamoylbenzyl)-1H-pyrazol-1-yl)thiazole-4-carboxylic acid C(C)C1=C(C(=NN1C=1SC=C(N1)C(=O)O)C1=CC=C(C=C1)F)CC1=CC=C(C=C1)S(N)(=O)=O